3-[1-(5-chloro-1-methyl-pyrazolo[3,4-c]pyridazin-3-yl)oxyethyl]benzonitrile ClC=1C=C2C(=NN1)N(N=C2OC(C)C=2C=C(C#N)C=CC2)C